1-(2-ethoxy-5-fluoro-pyridin-4-yl)-6-fluoro-3,3-dimethyl-N-(4-methyl-1,1-dioxidotetrahydro-2H-thiopyran-4-yl)-2-oxoindoline-5-carboxamide C(C)OC1=NC=C(C(=C1)N1C(C(C2=CC(=C(C=C12)F)C(=O)NC1(CCS(CC1)(=O)=O)C)(C)C)=O)F